((2-cyano-7-(4-cyanophenyl)isoindolin-5-yl)methyl)-N-methylacetamide C(#N)N1CC2=C(C=C(C=C2C1)CCC(=O)NC)C1=CC=C(C=C1)C#N